3-(6-methoxy-7-(methylamino)quinazolin-4-yloxy)-4-methyl-N-(3-(4-methylpiperazin-1-yl)-5-(trifluoromethyl)phenyl)benzamide COC=1C=C2C(=NC=NC2=CC1NC)OC=1C=C(C(=O)NC2=CC(=CC(=C2)C(F)(F)F)N2CCN(CC2)C)C=CC1C